C1(=CC=CC=C1)S(=O)(=O)C1S(CCC1)(=O)=O benzenesulfonyltetrahydrothiophene-1,1-dioxide